6-chloro-N-(3-(dimethylamino)propyl)-3-(4-isopropylbenzoyl)-4-oxo-4H-chromene-2-carboxamide ClC=1C=C2C(C(=C(OC2=CC1)C(=O)NCCCN(C)C)C(C1=CC=C(C=C1)C(C)C)=O)=O